CC1(OCC(O1)COC(=O)NCCCS(=O)(=O)[O-])CCCCCCCCCCC.[Na+] Sodium 3-((((2-methyl-2-undecyl-1,3-dioxolan-4-yl)methoxy)carbonyl)amino)propane-1-sulfonate